C1(=CC=C(C=C1)CNC(CN1CCN(CC1)CC1=CN=C(S1)NC(C)=O)=O)C1=CC=CC=C1 N-([1,1'-biphenyl]-4-ylmethyl)-2-(4-((2-acetamidothiazol-5-yl)methyl)piperazin-1-yl)acetamide